[Cl-].C(C=C)(=O)NCCC[N+](CC)(CC)CC acryloylaminopropyltriethylammonium chloride